(1R)-1-{3-[3-(difluoromethoxy)phenyl]-1,2,4-oxadiazol-5-yl}-6-azaspiro[2.5]octane-6-sulfonamide FC(OC=1C=C(C=CC1)C1=NOC(=N1)[C@@H]1CC12CCN(CC2)S(=O)(=O)N)F